4-(4-acryloylpiperazin-1-yl)-7-(5-amino-2,3,4-trifluorophenyl)-6-chloro-1-(2-isopropyl-4-methyl-pyridin-3-yl)-2-oxo-1,2-dihydro-1,8-naphthyridine-3-carbonitrile C(C=C)(=O)N1CCN(CC1)C1=C(C(N(C2=NC(=C(C=C12)Cl)C1=C(C(=C(C(=C1)N)F)F)F)C=1C(=NC=CC1C)C(C)C)=O)C#N